C(C)(C)C1=CC=C(C=C1)C1CC(=NN1C(CC)=O)C=1SC=C(C1)C (5-(4-Isopropylphenyl)-1-propionyl-4,5-dihydro-1H-pyrazol-3-yl)-4-methylthiophene